C(CC1CO1)/C(=C(/C(=O)[O-])\CCC1CO1)/C(=O)[O-] bis-(3,4-epoxybutyl)maleate